methyl (S)-3,3-dimethyl-2-((5-methyl-1,3,4-oxadiazol-2-yl)amino)butanoate CC([C@@H](C(=O)OC)NC=1OC(=NN1)C)(C)C